Nickel (II) (R)-N-(2-benzoyl-4-chlorophenyl)-1-ethyl-2-methylpyrrole-2-carboxamide C(C1=CC=CC=C1)(=O)C1=C(C=CC(=C1)Cl)NC(=O)[C@@]1(N(C=CC1)CC)C.[Ni+2]